C(=O)O.N1N=CC(=C1)C=1SC=C(N1)C(=O)NC=1C(=NN(C1)C1CC(C1)OCC(F)(F)F)C1=NC=CC=C1 2-(1H-pyrazol-4-yl)-N-(3-(pyridin-2-yl)-1-((1s,3s)-3-(2,2,2-trifluoroethoxy)cyclobutyl)-1H-pyrazol-4-yl)thiazole-4-carboxamide formate